NC[C@@]1([C@@H]2CCN(C[C@H]12)C1=CN=C2C(=N1)NN=C2C2=C(C=C(C=C2)N2C(CCC2)=O)Cl)C2=C(C=CC=C2)F 1-(4-(6-((1S,6R,7R)-7-(aminomethyl)-7-(2-fluorophenyl)-3-azabicyclo[4.1.0]heptan-3-yl)-1H-pyrazolo[3,4-b]pyrazin-3-yl)-3-chlorophenyl)pyrrolidin-2-one